C(C)(C)(C)OC(=O)N1N=CC(=C1Cl)C1=NC(=CN=C1)C 5-Chloro-4-(6-methylpyrazin-2-yl)-1H-pyrazole-1-carboxylic acid tert-butyl ester